5-(Benzyloxy)-N-(hexahydro-1H-pyrrolizin-1-yl)-2-methylbenzofuran-3-carboxamide C(C1=CC=CC=C1)OC=1C=CC2=C(C(=C(O2)C)C(=O)NC2CCN3CCCC23)C1